7-(4-chloro-2-fluorophenethoxy)-3,4-dihydroisoquinolin-8-amine ClC1=CC(=C(CCOC2=CC=C3CCN=CC3=C2N)C=C1)F